6,7-dimethoxy-4-phenylquinazoline COC=1C=C2C(=NC=NC2=CC1OC)C1=CC=CC=C1